(E)-pent-3-en-1-yne C#C\C=C\C